2-amino-N-(5-chloro-6-(5-fluoro-2-methylphenyl)pyridin-2-yl)pyridine-4-sulfonamide NC1=NC=CC(=C1)S(=O)(=O)NC1=NC(=C(C=C1)Cl)C1=C(C=CC(=C1)F)C